N-[2-(1-naphthalenesulfonyloxy)phenyl]-N'-[3-(1-naphthalenesulfonyloxy)phenyl]urea C1(=CC=CC2=CC=CC=C12)S(=O)(=O)OC1=C(C=CC=C1)NC(=O)NC1=CC(=CC=C1)OS(=O)(=O)C1=CC=CC2=CC=CC=C12